(S)-4-[[(1S)-1-[4-(4-chloro-2,3,7,10-tetrazatricyclo[7.4.0.02,6]trideca-1(9),3,5,7-tetraen-10-yl)phenyl]-2,2,2-trifluoro-ethyl]-methyl-carbamoyl]-2-oxo-pyrrolidine-1-carboxylate ClC1=NN2C=3CCCN(C3C=NC2=C1)C1=CC=C(C=C1)[C@@H](C(F)(F)F)N(C(=O)[C@H]1CC(N(C1)C(=O)[O-])=O)C